(S)-5-(3-(1-hydroxy-prop-2-yl)-4-oxo-8-(pyridin-3-yl)-3,4-dihydropyrido[3,4-d]pyrimidin-6-yl)picolinic acid OC[C@H](C)N1C=NC2=C(C1=O)C=C(N=C2C=2C=NC=CC2)C=2C=CC(=NC2)C(=O)O